4-(4-hydroxy-4-methylpentyl)-3-cyclohexencarbaldehyde OC(CCCC1=CCC(CC1)C=O)(C)C